2,3,4,4a,6,7-hexahydro-8-oxa-3,5a,9,12,13c-pentazanaphtho[3,2,1-de]Anthracene-5(1H)-one C1CNCC2C(N3CCOC=4N=C5C=CN=CC5=C(C34)N12)=O